C(C)(C)(C)OC(=O)N1C(C(C2=CC=CC(=C12)N(N=O)CC1CC1)(C)C)=O 7-((cyclopropylmethyl)(nitroso)amino)-3,3-dimethyl-2-oxoindoline-1-carboxylic acid tert-butyl ester